2-(4-methoxybenzyl)-1-methyl-7-(methylamino)-5-(2-methylpyridin-3-yl)-1,5-dihydro-4H-imidazo[4,5-c]quinolin-4-one COC1=CC=C(CC=2N(C3=C(C(N(C=4C=C(C=CC34)NC)C=3C(=NC=CC3)C)=O)N2)C)C=C1